O1CCC(CC1)C=1C(=NC=CC1)C(=O)O (tetrahydro-2H-pyran-4-yl)-picolinic acid